C(C1=CC=CC=C1)NCCN N'-benzyl-1,2-ethylenediamine